FC=1C=C2CCN(CC2=CC1)C1=CC(=C(C(=C1)C)NC(CC12CC(C1)(C2)F)=O)C N-(4-(6-fluoro-3,4-dihydroisoquinolin-2(1H)-yl)-2,6-dimethylphenyl)-2-(3-fluorobicyclo[1.1.1]Pentane-1-yl)acetamide